(S)-1-amino-5-(1-(3-ethoxy-4-methoxyphenyl)-2-(methylsulfonyl)ethyl)-5H-thiophene Methyl-(E)-6-((tert-butoxycarbonyl)amino)-2,2-dimethyl-4-oxo-3,8-dioxa-5,7-diazaundec-5-en-11-oate COC(CCON/C(=N/C(OC(C)(C)C)=O)/NC(=O)OC(C)(C)C)=O.NS1CC=C[C@H]1C(CS(=O)(=O)C)C1=CC(=C(C=C1)OC)OCC